methyl isethionate S(=O)(=O)(OC)CCO